methyl acetoacetate monooxime C(CC(C)=NO)(=O)OC